3,4-dihydroxybenzonitrile dilithium salt [Li].[Li].OC=1C=C(C#N)C=CC1O